OCC1=CC(=NN1)NC=1C2=C(N=C(N1)NC1CC3CCC(C1)N3C(=O)OC(C)(C)C)SC=C2 tert-butyl (3-exo)-3-((4-((5-(hydroxymethyl)-1H-pyrazol-3-yl) amino) thieno[2,3-d]pyrimidin-2-yl) amino)-8-azabicyclo[3.2.1]octane-8-carboxylate